COC=1C=C(C=CC1)C1=CN=C(N1)C1N(CCCC1)C(C(C)SC)=O 1-(2-(5-(3-methoxyphenyl)-1H-imidazol-2-yl)piperidin-1-yl)-2-(methylthio)propan-1-one